6-METHYL-BENZO[1,3]DIOXOLE-5-CARBALDEHYDE CC=1C(=CC2=C(OCO2)C1)C=O